2-(2-(tert-butoxy)ethoxy)-8-((4-(difluoromethoxy)-2-fluorophenyl)amino)-7-methyl-3,4-dihydro-2,7-naphthyridine-1,6(2H,7H)-dione C(C)(C)(C)OCCON1C(C2=C(N(C(C=C2CC1)=O)C)NC1=C(C=C(C=C1)OC(F)F)F)=O